C(C)N1C[C@@H](C2(CCC2)CC1)OC=1C=C2COC(C2=CC1)=O |r| rac-5-((7-ethyl-7-azaspiro[3.5]nonan-5-yl)oxy)isobenzofuran-1(3H)-one